(E)-6-(3,7-dimethylocta-2,6-dien-1-yl)-5-hydroxy-3,7-bis(methoxymethoxy)-2-(4-(methoxymethoxy)phenyl)-4H-chromen-4-one C\C(=C/CC=1C(=C2C(C(=C(OC2=CC1OCOC)C1=CC=C(C=C1)OCOC)OCOC)=O)O)\CCC=C(C)C